COC1=C(C=CC=C1)S(=O)(=O)C1=C2C(=CC3=C1C(=NO3)C)NC(N2CC2=CC(=CC=C2)OCCC)=O (2-methoxyphenyl)sulfonyl-3-methyl-5-(3-propoxybenzyl)-5,7-dihydro-6H-imidazo[4',5':4,5]benzo[1,2-d]isoxazol-6-one